(S)-3-(2-chlorophenyl)-1,3-propanediol ClC1=C(C=CC=C1)[C@H](CCO)O